1-(2,4-dichlorophenyl)-2',4'-difluoro-1,5-dihydro-N-isopropyl-5-oxo-4H-1,2,4-triazole-4-carboxanilide ClC1=C(C=CC(=C1)Cl)N1N=CN(C1=O)C(=O)N(C1=C(C=C(C=C1)F)F)C(C)C